CC=1N=C(C2=C(N1)N=CC(=C2)C=2C=NC=NC2)N[C@H](C)C2=C(C(=CC=C2)C(F)(F)F)C 2-methyl-N-{(1R)-1-[2-methyl-3-(trifluoromethyl)phenyl]ethyl}-6-(pyrimidin-5-yl)pyrido[2,3-d]pyrimidin-4-amine